COC1=CC=C(C=N1)C1=CC=C(CN2N=NC(=C2)C=2C=C(N)C=CC2)C=C1 3-(1-(4-(6-methoxypyridine-3-yl)benzyl)-1H-1,2,3-triazole-4-yl)aniline